NC=1NC(C2=C(N1)NC(=C2)CCNC(=O)C2=C(C(=O)O)C=CC=C2)=O ((2-(2-amino-4-oxo-4,7-dihydro-3H-pyrrolo[2,3-d]pyrimidin-6-yl)ethyl)carbamoyl)benzoic acid